C(C(O)CO)OC(CCCCCCCCCCCCCCCCCCCCC)=O Glycerylbehenat